C(#N)CCOCCOCCOCCOCCC#N triethylene glycol di(2-cyanoethyl) ether